CC=1C(=NC=C(C1)NC1=NC=C(C(=N1)NC=1C=CC2=C(NC(O2)=O)C1)C)C1CC2CCC(C1)N2C(=O)OC(C)(C)C tert-butyl 3-(3-methyl-5-(5-methyl-4-(2-oxo-2,3-dihydrobenzo[d]oxazol-5-ylamino)pyrimidin-2-ylamino)pyridin-2-yl)-8-azabicyclo[3.2.1]octane-8-carboxylate